[Si](C1=CC=CC=C1)(C1=CC=CC=C1)(C(C)(C)C)OC[C@H]1N(C[C@@H](C1)OC(C)C)C(=O)OC(C)(C)C tert-butyl (2S,4R)-2-(((tert-butyldiphenylsilyl)oxy)methyl)-4-isopropoxypyrrolidine-1-carboxylate